aminoacetic acid methyl-acetate COC(C)=O.NCC(=O)O